N-isopropyl-N-(2-(4-methoxy-7-methyl-1H-indol-3-yl)ethyl)propan-2-amine C(C)(C)N(C(C)C)CCC1=CNC2=C(C=CC(=C12)OC)C